C[Si@@H](C1=C(C=CC=C1)P1CC2=C(C3=C(C1)C=CC1=CC=CC=C13)C=1C=CC=CC1C=C2)C2=C(C=CC=C2)OC2=CC=CC=C2 (4S,11bR)-4-(2-((R)-Methyl(2-phenoxyphenyl)silyl)phenyl)-4,5-dihydro-3H-dinaphtho[2,1-c:1',2'-e]phosphepine